2-(6-{5-chloro-2-[(oxan-4-yl)amino]pyrimidin-4-yl}-1-oxo-2,3-dihydro-1H-isoindol-2-yl)-N-methyl-N-(1-methyl-cyclobutyl)acetamide ClC=1C(=NC(=NC1)NC1CCOCC1)C1=CC=C2CN(C(C2=C1)=O)CC(=O)N(C1(CCC1)C)C